4'-(Acetylamino)-4-hydroxychalcone C(C)(=O)NC1=CC=C(C(/C=C/C2=CC=C(C=C2)O)=O)C=C1